((3-amino-6-bromopyrazin-2-yloxy)methyl)pyridine-2,6-diamine NC=1C(=NC(=CN1)Br)OCC=1C(=NC(=CC1)N)N